BrC1=C(C=C(C=C1)C1=NC2=C(N1)C(C(=C(C2=O)N2C(OCC2)=O)Cl)=O)F 2-(4-bromo-3-fluorophenyl)-6-chloro-5-(2-oxooxazolidin-3-yl)-1H-benzo[d]imidazole-4,7-dione